1-(4-(4-((4-((2-(6,6-difluoro-3-azabicyclo[3.1.0]hexan-3-yl)pyridin-4-yl)oxy)-2-fluorophenyl)amino)pyrrolo[2,1-f][1,2,4]triazin-5-yl)piperidin-1-yl)prop-2-en-1-one FC1(C2CN(CC12)C1=NC=CC(=C1)OC1=CC(=C(C=C1)NC1=NC=NN2C1=C(C=C2)C2CCN(CC2)C(C=C)=O)F)F